t-butylα-cumyl peroxide C(C)(C)(C)OOC(C)(C)C1=CC=CC=C1